2-(6-(6-Chloropyridin-2-yl)-2,3-dihydro-1H-imidazo[1,2-a]imidazol-5-yl)thieno[3,2-c]pyridine ClC1=CC=CC(=N1)C=1N=C2N(CCN2)C1C1=CC=2C=NC=CC2S1